FC1=C(C(C#N)=C(C(=C1[2H])O)[2H])[2H] 3-fluoro-5-hydroxybenzonitrile-2,4,6-d3